2-[butyl(9H-fluoren-9-ylmethoxycarbonyl)amino]acetic acid C(CCC)N(CC(=O)O)C(=O)OCC1C2=CC=CC=C2C=2C=CC=CC12